CN(CCC1=CNC2=CC=C(C=C12)OC(F)(F)F)C N,N-dimethyl-2-(5-(trifluoromethoxy)-1H-indol-3-yl)ethane-1-amine